methyl 6-(4-chlorophenyl)-3-oxo-2,3-dihydropyridazine-4-carboxylate ClC1=CC=C(C=C1)C=1C=C(C(NN1)=O)C(=O)OC